3-pyrrolidone methyl-propionate COC(CC)=O.N1CC(CC1)=O